2-(7-((2S,5R)-2,5-dimethylpiperazin-1-yl)-4-methyl-5-oxo-4,5-dihydropyrazolo[1,5-a]pyrimidin-2-yl)acetonitrile C[C@@H]1N(C[C@H](NC1)C)C1=CC(N(C=2N1N=C(C2)CC#N)C)=O